BrC1=NN(N=C1)CC(F)F 4-bromo-2-(2,2-difluoroethyl)-2H-1,2,3-triazole